COC1=NC=2CC(NC(C2C=C1)=O)CCC 2-methoxy-7-(3-propyl)-7,8-dihydro-1,6-naphthyridin-5(6H)-one